F[P-](F)(F)(F)(F)F.C(CC)N1C(=[N+](C=C1)C)C 1-propyl-2,3-dimethylimidazolium hexafluorophosphate